C(CCCC\C=C\CC)=O Trans-6-Nonenal